3-dimethylaminopropylhexahydro-s-triazine CN(CCCN1CNCNC1)C